NC1CC(C1)F 1-Amino-3-fluorocyclobutan